methyl-[1-(3-hydroxyphenyl)-3-(trifluoromethyl)-4,5,6,7-tetrahydroindazole-7-carbonyl] piperidine-4-carboxylate N1CCC(CC1)C(=O)OC(=O)C1CCC(C=2C(=NN(C12)C1=CC(=CC=C1)O)C(F)(F)F)C